2-cyano-7-(4-cyanophenyl)-N-methylisoindoline-5-carboxamide C(#N)N1CC2=C(C=C(C=C2C1)C(=O)NC)C1=CC=C(C=C1)C#N